[Si](C)(C)(C(C)(C)C)OCCOC1=C(C=C2C(=CC=NC2=C1)OC1=C(C=C(C=C1F)[N+](=O)[O-])F)OC 7-{2-[(tert-butyldimethylsilyl)oxy]ethoxy}-4-(2,6-difluoro-4-nitrophenoxy)-6-methoxy-quinoline